3-(5-(bis(2-Hydroxydodecyl)amino)pentan-2-yl)-6-(5-((2-hydroxydodecyl)(2-hydroxyundecyl)amino)pentan-2-yl)-1,4-dioxan-2,5-dion OC(CN(CCCC(C)C1C(OC(C(O1)=O)C(C)CCCN(CC(CCCCCCCCC)O)CC(CCCCCCCCCC)O)=O)CC(CCCCCCCCCC)O)CCCCCCCCCC